FC(C=1C(=C(C=CC1)C(C)N1[C@H](N=CC2=CC(=C(C=C12)OC1=CC=CC=C1)OC)C)F)F (R)-N-(1-(3-(difluoromethyl)-2-fluorophenyl)ethyl)-6-methoxy-2-methyl-7-phenoxyquinazolin